(3R)-3-amino-3-(3-chlorophenyl)propionamide hydrochloride Cl.N[C@H](CC(=O)N)C1=CC(=CC=C1)Cl